3-(1'-(4-(1H-pyrazol-4-yl)benzyl)-6-oxo-6,8-dihydro-2H,7H-spiro[furo[2,3-e]isoindole-3,4'-piperidin]-7-yl)piperidine-2,6-dione N1N=CC(=C1)C1=CC=C(CN2CCC3(CC2)COC2=C4CN(C(C4=CC=C23)=O)C2C(NC(CC2)=O)=O)C=C1